F[P-](F)(F)(F)(F)F.N1(N=NC2=C1C=CC=C2)O[P+](N2CCCC2)(N2CCCC2)N2CCCC2 benzotriazole-1-yl-oxy-tris(pyrrolidino)phosphonium hexafluorophosphate